N-methyl-3-[6-({6-[(1S,4S)-5-methyl-2,5-diazabicyclo[2.2.1]heptan-2-yl]pyrazin-2-yl}amino)-[1,3]thiazolo[5,4-c]pyridin-2-yl]benzene-1-sulfonamide CNS(=O)(=O)C1=CC(=CC=C1)C=1SC=2C=NC(=CC2N1)NC1=NC(=CN=C1)N1[C@@H]2CN([C@H](C1)C2)C